4-aminoarabinose N[C@@]([C@H]([C@@H](C=O)O)O)(O)CO